ClCC(=O)NC=1C=C(C(=NC1)C)NC(=O)C=1C=NN2C1SC(=C2)C=2C=NN(C2)CCO N-(5-(2-chloroacetamido)-2-methylpyridin-3-yl)-2-(1-(2-hydroxyethyl)-1H-pyrazol-4-yl)pyrazolo[5,1-b]thiazole-7-carboxamide